8-(3-cyanocyclopentyl)-N-methyl-6,9-dioxo-5-(4-(trifluoromethyl)benzyl)-2,5,8-triazaspiro[3.5]-nonane-2-carboxamide C(#N)C1CC(CC1)N1CC(N(C2(CN(C2)C(=O)NC)C1=O)CC1=CC=C(C=C1)C(F)(F)F)=O